IC1=C(C(C(=O)O)=CC(=C1)I)O 3,5-Di-iodoSalicylic acid